C(C)OC(=O)C1=C2C(SC1N)=CCCC2 ethyl-2-amino-4,5,6-trihydrobenzo[b]thiophene-3-carboxylate